C(C)OC(=O)C=1SC=C(N1)COC1=C(C=C(C=C1)N1N=CN(C1=O)CC1=C(C=CC=C1F)F)F ethyl-4-((4-(4-(2,6-difluorobenzyl)-5-oxo-4,5-dihydro-1H-1,2,4-triazol-1-yl)-2-fluorophenoxy)methyl)thiazole-2-carboxylate